1-allyl-3-difluoromethylquinoxalinone C(C=C)N1C(C(=NC2=CC=CC=C12)C(F)F)=O